5-[4-(6-cyclobutoxy-2-pyridinyl)-phenyl]hexanoic acid C1(CCC1)OC1=CC=CC(=N1)C1=CC=C(C=C1)C(CCCC(=O)O)C